N[N+](C)(C)C amino(trimethyl)ammonium